[Li+].C(C=C)(=O)[NH-] acrylamide lithium salt